CS(=O)(=O)NC1=CC=C(C=C1)C(C=O)C 4-methylsulfonylaminophenyl-propionaldehyde